4,4'-bis(N,N-dimethylamino)benzophenone CN(C)C1=CC=C(C(=O)C2=CC=C(C=C2)N(C)C)C=C1